C1(CCC1)OC1=C(C=C(CNC(N(CC2CCN(CC2)C)CC2=C(C=C(C=C2)F)F)=O)C=C1)F 3-(4-Cyclobutoxy-3-fluorobenzyl)-1-(2,4-difluorobenzyl)-1-((1-methylpiperidin-4-yl)methyl)urea